(S)-2-((2-amino-2,4-dimethylpentyl)oxy)-5-(quinolin-4-yl)benzonitrile N[C@](COC1=C(C#N)C=C(C=C1)C1=CC=NC2=CC=CC=C12)(CC(C)C)C